3-(trifluoromethyl)cyclobutanecarboxylic acid FC(C1CC(C1)C(=O)O)(F)F